3-[(1,1-Dioxo-1,4-thiazinan-4-yl)methyl]-N-[4-[5-[(6-methoxypyridin-3-yl)methyl]-1H-1,2,4-triazol-3-yl]phenyl]benzamide O=S1(CCN(CC1)CC=1C=C(C(=O)NC2=CC=C(C=C2)C2=NNC(=N2)CC=2C=NC(=CC2)OC)C=CC1)=O